CC(CC(C(NC(C=O)CC1C(NCC1)=O)=O)NC(OC(C(C)(C)C1=CC(=CC=C1)Cl)C1=CC=C(C=C1)Cl)=O)C 2-(3-chlorophenyl)-1-(4-chlorophenyl)-2-methylpropyl (4-methyl-1-oxo-1-((1-oxo-3-(2-oxopyrrolidin-3-yl)propan-2-yl)amino)pentan-2-yl)carbamate